The molecule is a hydroxypyridine that is pyridine substituted by hydroxy groups at positions 2,3 and 5 and a chloro group at position 6. It is a metabolite of the agrochemical chlorpyrifos. It has a role as a bacterial xenobiotic metabolite. It is a chloropyridine and a hydroxypyridine. C1=C(C(=O)NC(=C1O)Cl)O